C1(CC1)CNC1=CC=C(C=C1)C=1C=2N(N=C(C1)C=1C(NC(NC1)=O)=O)C=CN2 5-[8-[4-(cyclopropylmethylamino)phenyl]imidazo[1,2-b]pyridazin-6-yl]-1H-pyrimidine-2,4-dione